tert-butyl 3-(4-bromophenoxy)pyrrolidine-1-carboxylate BrC1=CC=C(OC2CN(CC2)C(=O)OC(C)(C)C)C=C1